N-(5-formyl-2-(methylthio)pyrimidin-4-yl)-N-(oxetan-3-yl)glycine methyl ester COC(CN(C1COC1)C1=NC(=NC=C1C=O)SC)=O